dextrose 6-phosphate P(=O)(O)(O)OC[C@H]([C@H]([C@@H]([C@H](C=O)O)O)O)O